CN1CCN(CC1)C(=O)C1C(C2CCC1O2)C(=O)O 3-(4-methyl-piperazine-1-carbonyl)-7-oxabicyclo[2.2.1]heptane-2-carboxylic acid